(S)-6-((2-(3-Aminopiperidin-1-yl)-4,6-difluoro-1H-benzo[d]imidazol-1-yl)methyl)nicotinonitril N[C@@H]1CN(CCC1)C1=NC2=C(N1CC1=NC=C(C#N)C=C1)C=C(C=C2F)F